FC1(CC(C1)NC(=O)C1=CC=NC=2N1N=C(C2)B2OC(C(O2)(C)C)(C)C)F N-(3,3-difluorocyclobutyl)-2-(4,4,5,5-tetramethyl-1,3,2-dioxaborolan-2-yl)pyrazolo[1,5-a]pyrimidine-7-carboxamide